N-[(1S)-1-cyclopropyl-2,2,2-trifluoroethyl]-6-fluoro-7-(3-hydroxy-3-methylazetidin-1-yl)-4-oxo-1-(2,4,6-trifluorophenyl)-1,4-dihydro-1,8-naphthyridine-3-carboxamide C1(CC1)[C@@H](C(F)(F)F)NC(=O)C1=CN(C2=NC(=C(C=C2C1=O)F)N1CC(C1)(C)O)C1=C(C=C(C=C1F)F)F